4,4-diaminoheptane NC(CCC)(CCC)N